O(C1=CC=CC=C1)C1=CC=C(C=C1)C1=C(C=2C(=CC=NC2)[C@H](N1)C1CNCCC1)N (R)-3-(4-phenoxyphenyl)-1-(piperidin-3-yl)-1H-pyrido(3,4-D)pyridin-4-amine